N-(3-amino-2,4-difluorophenyl)-N-(4-methoxybenzyl)propane-1-sulfonamide methyl-2-{[8-(benzylamino)-3-oxo-1H,2H,3H-benzo[e]isoindol-2-yl]methyl}prop-2-enoate COC(C(=C)CN1C(C=2C=CC3=C(C2C1)C=C(C=C3)NCC3=CC=CC=C3)=O)=O.NC=3C(=C(C=CC3F)N(S(=O)(=O)CCC)CC3=CC=C(C=C3)OC)F